2,4-dimethyl-triethylpyrrole CC1(N(C=C(C1CC)C)CC)CC